O=C1NC2=CC=C(C=C2C1=O)S(=O)(=O)N1CCC2(C[C@H](CO2)NC[C@@H](COC=2C=C(C=CC2)S(=O)(=O)NC)O)CC1 3-((S)-3-((R)-8-(2,3-dioxoindol-5-ylsulfonyl)-1-oxa-8-azaspiro[4.5]dec-3-ylamino)-2-hydroxypropoxy)-N-methylbenzenesulfonamide